(S)-2-chloro-8-cyclopentanyl-7-ethyl-7,8-dihydro-6(5H)-pteridinone ClC1=NC=2N([C@H](C(NC2C=N1)=O)CC)C1CCCC1